C[C@@]1(C(NC(C1)=O)=O)[C@H](C)C1=CC=C(C=O)C=C1 4-[(1R)-1-[(3S)-3-methyl-2,5-dioxo-pyrrolidin-3-yl]ethyl]benzaldehyde